COC1=C(NC2=NC=C(C(=N2)NCCCN2C(CCCC2)=O)C(F)(F)F)C=C(C=C1)CN1CCOCC1 1-[3-[[2-[2-Methoxy-5-(morpholinomethyl)anilino]-5-(trifluoromethyl)pyrimidin-4-yl]amino]propyl]piperidin-2-one